2-propenoic acid, bicyclo[2.2.1]hept-2-yl ester C(C=C)(=O)OC1C2CCC(C1)C2